2-(4-chloro-2-methoxy-phenyl)-1-(6-fluoro-5-methyl-1H-indol-3-yl)-2-((3-methoxy-5-(methylsulfonyl)-phenyl)amino)ethanone ClC1=CC(=C(C=C1)C(C(=O)C1=CNC2=CC(=C(C=C12)C)F)NC1=CC(=CC(=C1)S(=O)(=O)C)OC)OC